ClC=1C=C(C=CC1)C1=CNC=2N=C(N=C(C21)N2CCOCC2)NC2=CC=C(C(=O)OC)C=C2 methyl 4-((5-(3-chlorophenyl)-4-morpholino-7H-pyrrolo[2,3-d]pyrimidin-2-yl)amino)benzoate